CN(C(C1=CC=C(C=C1)CN1N=C2N([C@H](CCC2)C(=O)N2CCCC2)C1=O)=O)C |r| N,N-Dimethyl-4-{[(5RS)-3-oxo-5-(pyrrolidin-1-ylcarbonyl)-5,6,7,8-tetrahydro[1,2,4]triazolo[4,3-a]pyridin-2(3H)-yl]methyl}benzamide